NCCS(=O)(=O)OCCCCCCCC\C=C/CCCCCCCCC.[Na] sodium methyloleyl taurate